FC1=CC=C(C=C1)C1=NN2C(CN(CC2)CC#C)=C1C1=CC=NC=C1 1-[2-(4-fluorophenyl)-3-(pyridin-4-yl)-6,7-dihydropyrazolo[1,5-a]pyrazin-5(4H)-yl]prop-2-yn